methyl (R)-2-(6-(1-aminoethyl)-1-(but-3-en-1-yl)-1H-pyrrolo[2,3-b]pyridin-2-yl)-1-cyclopropyl-7-methoxy-1H-benzo[d]imidazole-5-carboxylate N[C@H](C)C1=CC=C2C(=N1)N(C(=C2)C2=NC1=C(N2C2CC2)C(=CC(=C1)C(=O)OC)OC)CCC=C